COC(N[C@H](C(=O)NC=1C(N(C=CC1)CC1=NC2=C(N1)C=C(C=C2OCC(F)(F)F)F)=O)CC\C=C\C(=O)N(C)C)=O Methyl-(S,E)-(7-(dimethylamino)-1-((1-((6-fluoro-4-(2,2,2-trifluoroethoxy)-1H-benzo[d]imidazol-2-yl)methyl)-2-oxo-1,2-dihydropyridin-3-yl)amino)-1,7-dioxohept-5-en-2-yl)carbamat